ClC1=C(C=C(C=C1)NC(=O)N1C2CC(CC1(C2)C(CC)OCCOC(F)(F)F)C)N2N=CC=N2 cis-N-(4-chloro-3-(2H-1,2,3-triazol-2-yl)phenyl)-3-methyl-1-(1-(2-(trifluoromethoxy)ethoxy)propyl)-6-azabicyclo[3.1.1]heptane-6-carboxamide